(difluorophenyltriazinyl)[(biphenylyl)dibenzothiophenyl]benzene tert-butyl-(3S)-4-((1-((benzyloxy)carbonyl)-3,3-difluoropiperidin-4-yl)methyl)-3-methylpiperazine-1-carboxylate C(C)(C)(C)OC(=O)N1C[C@@H](N(CC1)CC1C(CN(CC1)C(=O)OCC1=CC=CC=C1)(F)F)C.FC=1C(=C(C=CC1)C=1C(=NN=NC1)C1=C(C=CC=C1)C1=C(C=CC=2SC3=C(C21)C=CC=C3)C3=C(C=CC=C3)C3=CC=CC=C3)F